FC=1C=2CCCC2C(=C2C1CC2)NC(=O)N(S(=O)(=N)C=2C=NN1C2OC[C@H](C1)N(C(OC(C)(C)C)=O)C)C(C1=CC=CC=C1)(C1=CC=CC=C1)C1=CC=CC=C1 tert-butyl ((6S)-3-(N-((7-fluoro-2,4,5,6-tetrahydro-1H-cyclobuta[f]inden-3-yl)carbamoyl)-N-tritylsulfamimidoyl)-6,7-dihydro-5H-pyrazolo[5,1-b][1,3]oxazin-6-yl)(methyl)carbamate